5-(((3s,4s)-4-hydroxytetrahydro-2H-pyran-3-yl)amino)-3-methyl-8-(4-(trifluoromethyl)phenyl)pyrido[4,3-d]pyrimidin-4(3H)-one O[C@@H]1[C@H](COCC1)NC1=NC=C(C=2N=CN(C(C21)=O)C)C2=CC=C(C=C2)C(F)(F)F